(R)-1-(6-chloro-3-pyridinyl)-1-(4-methoxyphenyl)-1-ethanol ClC1=CC=C(C=N1)[C@](C)(O)C1=CC=C(C=C1)OC